FC1=CC=C2N(C(C=3N(C2=C1)C(=CC3)C)=O)CCCN3CCN(CC3)C3=NNC(C=C3)=O 8-fluoro-1-methyl-5-(3-(4-(6-oxo-1,6-dihydropyridazin-3-yl)piperazin-1-yl)propyl)pyrrolo[1,2-a]quinoxalin-4(5H)-one